3,6-bis(tert-butylperoxy)-3,6-dimethyloctane C(C)(C)(C)OOC(CC)(CCC(CC)(C)OOC(C)(C)C)C